2-(dimethylamino)-5-carbamimidoyl-1,3-thiazole hydrochloride Cl.CN(C=1SC(=CN1)C(N)=N)C